5-(triphenylsilyl)-1,3-bis(phenylsilyl)benzene C1(=CC=CC=C1)[Si](C=1C=C(C=C(C1)[SiH2]C1=CC=CC=C1)[SiH2]C1=CC=CC=C1)(C1=CC=CC=C1)C1=CC=CC=C1